C1(CC1)N1CC(CC1)N 1-cyclopropyl-pyrrolidin-3-amine